((3-oxo-isoindol-5-yl)methyl)-2-(4-(trifluoromethyl)phenyl)acetamide O=C1N=CC2=CC=C(C=C12)CC(C(=O)N)C1=CC=C(C=C1)C(F)(F)F